1-(6-Methoxybenzothiazol-2-yl)-1-phenylpent-4-en-1-ol COC1=CC2=C(N=C(S2)C(CCC=C)(O)C2=CC=CC=C2)C=C1